Benzyl-dimethyl-tridecyl-ammonium chloride [Cl-].C(C1=CC=CC=C1)[N+](CCCCCCCCCCCCC)(C)C